5-chloro-N-(2,4-dimethoxybenzyl)-2,4-difluorobenzenesulfonamide ClC=1C(=CC(=C(C1)S(=O)(=O)NCC1=C(C=C(C=C1)OC)OC)F)F